5-amino-8-(2,6-dimethyl-1-oxo-pyridin-1-ium-4-yl)-2-[(5-methyl-oxazol-4-yl)methyl]-7-phenyl-[1,2,4]triazolo[4,3-c]pyrimidin-3-one NC1=NC(=C(C=2N1C(N(N2)CC=2N=COC2C)=O)C2=CC([N+](C(=C2)C)=O)C)C2=CC=CC=C2